C(C)(C)(C)OC(NC1=CC(=C(C(=C1)C(F)F)F)Br)=O (3-bromo-5-(difluoromethyl)-4-fluorophenyl)carbamic acid tert-butyl ester